O[C@H]1[C@@H](OC[C@@H]([C@H]1O)C[C@@H]1O[C@H]1[C@H]([C@H](C)O)C)C/C(=C/C(=O)N1C(OC(C1)(C)C)=O)/CC 3-[(E)-4-[(2S,3R,4R,5S)-3,4-dihydroxy-5-[[(2S,3S)-3-[(1S,2S)-2-hydroxy-1-methyl-propyl]oxiran-2-yl]methyl]tetrahydropyran-2-yl]-3-ethyl-but-2-enoyl]-5,5-dimethyl-oxazolidin-2-one